Cl.Cl.NC1CCN(CC1)C1=CC=NC=C1 4-amino-1-(pyridin-4-yl)piperidine dihydrochloride